OC1=C2C(C=C(C(C2=CC=C1)=O)C)=O 5-hydroxy-2-methylnaphthalene-1,4-dione